N1CC(C1)C1=CC(=C(CN2CCC(CC2)C(=O)OC)C(=C1)C)F methyl 1-(4-(azetidin-3-yl)-2-fluoro-6-methylbenzyl)piperidine-4-carboxylate